N-(2-(4-((1R,4R)-2-oxa-5-azabicyclo[2.2.1]heptane-5-yl)piperidine-1-yl)-4-methoxy-5-((6-((R)-3-(6-methylpyridine-3-yl)isoxazolidine-2-yl)pyrimidine-4-yl)amino)phenyl)acrylamide [C@H]12OC[C@H](N(C1)C1CCN(CC1)C1=C(C=C(C(=C1)OC)NC1=NC=NC(=C1)N1OCC[C@@H]1C=1C=NC(=CC1)C)NC(C=C)=O)C2